C(C)(C)(C)OC(=O)N1CCN(CC1)C(=O)[C@@H]1CN(CC1)C1=NC2=CN=C(C(=C2C=C1)O)C(NCC=1C=NC(=CC1)C#N)=O (S)-4-(1-(6-(((6-cyanopyridin-3-yl)methyl)carbamoyl)-5-hydroxy-1,7-naphthyridin-2-yl)pyrrolidine-3-carbonyl)piperazine-1-carboxylic acid tert-butyl ester